Cl.NC(CC1=C(C=C(C=C1C(=O)O)C(=O)O)C1=CC=CC=C1)C(=O)O (2-amino-2-carboxyethyl)-3,5-dicarboxy-1,1'-biphenyl hydrochloride